(R)-N2-(4,4-Difluoro-1-methylpyrrolidin-3-yl)-5-(3-(2,2-difluoroethyl)-2-methyl-3H-imidazo[4,5-b]pyridin-5-yl)-N4-methylpyrrolo[2,1-f][1,2,4]triazine-2,4-diamine FC1([C@@H](CN(C1)C)NC1=NN2C(C(=N1)NC)=C(C=C2)C2=CC=C1C(=N2)N(C(=N1)C)CC(F)F)F